pyrrolo[3,2-d][1,3]thiazole-5-carboxylic acid ethyl ester C(C)OC(=O)C1=CC2=NCSC2=N1